Cl.BrC=1C(=C(C=CC1)[C@@H](C)N)C (R)-1-(3-bromo-2-methylphenyl)ethane-1-Amine hydrochloride